2,4-bis[(3-nitrobenzoyl)amino]phenoxylphthalic acid [N+](=O)([O-])C=1C=C(C(=O)NC2=C(OC3=C(C(C(=O)O)=CC=C3)C(=O)O)C=CC(=C2)NC(C2=CC(=CC=C2)[N+](=O)[O-])=O)C=CC1